ethyl 4-iodo-1-methyl-3-phenyl-1H-pyrazole-5-carboxylate IC=1C(=NN(C1C(=O)OCC)C)C1=CC=CC=C1